C1(=CC=CC=C1)C1=NOC(C1)C(=O)N 3-phenyl-4,5-dihydroisoxazole-5-carboxamide